CC1(COC2(OC1)C[C@@H]1CC(C[C@@H]1C2)=O)C (3aR,6aS)-5',5'-dimethyltetrahydro-1H-spiro[pentalene-2,2'-[1,3]dioxane]-5(3H)-one